N-(5-((6-((R)-3-(3,5-difluorophenyl)isoxazolidine-2-yl)pyrimidine-4-yl)amino)-2-(4-(3-(dimethylamino)azetidine-1-yl)piperidine-1-yl)-4-methoxyphenyl)acrylamide FC=1C=C(C=C(C1)F)[C@@H]1N(OCC1)C1=CC(=NC=N1)NC=1C(=CC(=C(C1)NC(C=C)=O)N1CCC(CC1)N1CC(C1)N(C)C)OC